FC(OC1=C2C(=CC=NC2=CC=C1)NCCC1=CC=C(C=C1)NS(=O)(=O)C)(F)F N-(4-(2-((5-(trifluoromethoxy)quinolin-4-yl)amino)ethyl)phenyl)methanesulfonamide